NC=1N=NC(=CC1N1C[C@H](OCC1)C1=CC=C(C(=O)N2CCC(CC2)CN2CCC(CC2)N2C(=CC3=C(C=CC=C23)N2C(NC(CC2)=O)=O)C)C=C1)C1=C(C=CC=C1)O (R)-1-(1-(1-((1-(4-(4-(3-amino-6-(2-hydroxyphenyl)pyridazin-4-yl)morpholin-2-yl)benzoyl)piperidin-4-yl)methyl)piperidin-4-yl)-2-methyl-1H-indol-4-yl)dihydropyrimidine-2,4(1H,3H)-dione